C1(=CC=CC=C1)PC(C1=C(C=C(C=C1C)C)C)=O phenyl-2,4,6-trimethyl-benzoyl-phosphine